N1(C=NC=C1)C1CN(C1)C(=O)[C@@H]1CC[C@H]2N1C([C@H](C[C@@H]1[C@H](C2)C1)NC(=O)C1=CC2=C(S1)C=CC(=C2)CP(O)(O)=O)=O ((2-(((3S,6S,7aR,8aS,9aR)-3-(3-(1H-imidazol-1-yl)azetidine-1-carbonyl)-5-oxodecahydro-1H-cyclopropa[d]pyrrolo[1,2-a]azocin-6-yl)carbamoyl)benzo[b]thiophen-5-yl)methyl)phosphonic acid